6-aminouracil NC1=CC(NC(N1)=O)=O